[4-Fluoro-3-(7-morpholin-4-yl-quinazolin-4-yl)phenyl]-(6-methoxypyridazin-3-yl)methanol FC1=C(C=C(C=C1)C(O)C=1N=NC(=CC1)OC)C1=NC=NC2=CC(=CC=C12)N1CCOCC1